phenyl-triethoxysilane benzyl-((3aR,5s,6aS)-2-((1-(4-nitrophenyl)piperidin-4-yl)methyl)octahydrocyclopenta[c]pyrrol-5-yl)carbamate C(C1=CC=CC=C1)N(C(O)=O)C1C[C@@H]2[C@@H](CN(C2)CC2CCN(CC2)C2=CC=C(C=C2)[N+](=O)[O-])C1.C1(=CC=CC=C1)[Si](OCC)(OCC)OCC